FC(C1=C(C=CC=C1)S(=O)(=O)N1CCOCC1)(F)F (S)-4-((2-(Trifluoromethyl)phenyl)sulfonyl)morpholine